C(CCC)C(CC1=CC=C(S1)C1(CC=2C(S1)=C(C1=C(SC(=C1)[Sn](C)(C)C)C2)C=2SC(=CC2)CC(CCCCCC)CCCC)[Sn](C)(C)C)CCCCCC {2,8-bis[5-(2-butyloctyl)thiophen-2-yl]-benzo[1,2-b:4,5-b']dithiophene-2,6-diyl}bis(trimethylstannane)